B([O-])([O-])[O-].C(C(=O)F)(=O)F.[Na+].[Na+].[Na+] Sodium difluorooxalate borate